(S)-1-(2-bromo-1H-indol-3-yl)-N-methylpropan-2-amine BrC=1NC2=CC=CC=C2C1C[C@H](C)NC